BrC1=CC(=C(C=C1)C1=CC(NN1)=O)O 5-(4-bromo-2-hydroxyphenyl)-1,2-dihydro-3H-pyrazol-3-one